FC=1C=C(CNS(=O)(=O)N)C=CC1N1N=NC2=C1C=C(C(=C2)OC)F N-(3-fluoro-4-(6-fluoro-5-methoxy-1H-benzo[d][1,2,3]triazol-1-yl)benzyl)sulfamide